2-methyl-7-((tetrahydro-2H-pyran-3-yl)oxy)imidazo[1,2-a]pyridine-6-carboxylic acid CC=1N=C2N(C=C(C(=C2)OC2COCCC2)C(=O)O)C1